methyl (1r,2'S,4S)-4-[(3-chlorophenyl)(trifluoroacetyl)amino]-5'-fluoro-2'-[(2R)-3-hydroxy-2-methylpropyl]-6'-(methoxymethoxy)-2',3'-dihydrospiro[cyclohexane-1,1'-indene]-4-carboxylate ClC=1C=C(C=CC1)N(C1(CCC2([C@H](CC3=CC(=C(C=C23)OCOC)F)C[C@H](CO)C)CC1)C(=O)OC)C(C(F)(F)F)=O